3-(2-methoxyphenyl)-N-(5-((1-phenylcyclopropyl)ethynyl)-1,3,4-thiadiazol-2-yl)isonicotinamide COC1=C(C=CC=C1)C1=C(C(=O)NC=2SC(=NN2)C#CC2(CC2)C2=CC=CC=C2)C=CN=C1